2-(((1R)-1-Amino-3-(methoxymethyl)-cyclohexyl)methoxy)-4-(imidazo[1,2-a]pyridin-3-yl)-6-(methylthio)benzonitrile N[C@]1(CC(CCC1)COC)COC1=C(C#N)C(=CC(=C1)C1=CN=C2N1C=CC=C2)SC